C(CCCCC)C1C(=O)OCCC1 monohexyl-δ-valerolactone